methyl 4-(5-amino-3-oxo-4-((((phenyl-d5)methyl-d2)sulfonyl)oxy)-2,3-dihydrofuran-2-yl-2-d)-2-fluorobenzoate NC1=C(C(C(O1)([2H])C1=CC(=C(C(=O)OC)C=C1)F)=O)OS(=O)(=O)C([2H])([2H])C1=C(C(=C(C(=C1[2H])[2H])[2H])[2H])[2H]